3-azido-1,3-dibenzylindolin-2-one N(=[N+]=[N-])C1(C(N(C2=CC=CC=C12)CC1=CC=CC=C1)=O)CC1=CC=CC=C1